[N+](=O)([O-])C1=C(C=CC=C1)OP(O)(O)=O 2-nitrophenyl-phosphoric acid